FC=1C=C(C=CC1OC)C12CC(C1)(C2)C(=O)N(C)C (3-fluoro-4-methoxy-phenyl)-N,N-dimethyl-bicyclo[1.1.1]pentane-3-carboxamide